ClC=1C(=NC(=NC1)NC1=C(C=C(C=C1)N1CCN(CC1)C(CCCCCCOC1=C2CN(C(C2=CC=C1)=O)C1C(NC(CC1)=O)=O)=O)OC)NC1=C(C=CC=C1)P(=O)(C)C 3-(4-((7-(4-(4-((5-chloro-4-((2-(dimethylphosphoryl)phenyl)amino)pyrimidin-2-yl)amino)-3-methoxyphenyl)piperazin-1-yl)-7-oxoheptyl)oxy)-1-oxoisoindolin-2-yl)piperidine-2,6-dione